monomethyl ethyl ketone C(C)C(=O)C